NC1=CC(=CC(=N1)C(=O)N(C1=CC=CC=C1)C)NC1=C(C=CC=C1)O 6-amino-4-((2-hydroxyphenyl)amino)-N-methyl-N-phenylpyridin-amide